C1(CCC1)CC1=CC=CC(=N1)C1=CC(=C(C(=C1)F)N1CCC(CC1)CC(=O)O)F 2-[1-[4-[6-(cyclobutylmethyl)-2-pyridinyl]-2,6-difluoro-phenyl]-4-piperidinyl]acetic acid